OC(CN1[C@H]2CN(C[C@@H]1CC2)C=2C=CC(=C(C(=O)N[C@H](C)C1=CC(=CC(=C1)C=1C=NN(C1)C)OC)C2)C)(C)C 5-[(1R,5S)-8-(2-Hydroxy-2-methyl-propyl)-3,8-diazabicyclo[3.2.1]octan-3-yl]-N-[(1R)-1-[3-methoxy-5-(1-methylpyrazol-4-yl)phenyl]ethyl]-2-methyl-benzamide